ClC1=CC=C(C=C1)C1=CC(=NC(=N1)C=1C=NC=CC1)C=1C(=NC=CN1)C(=O)O (6-(4-chlorophenyl)-2-(pyridin-3-yl)pyrimidin-4-yl)pyrazine-2-carboxylic acid